7-(8-Chloro-7-fluoro-3-((7-fluoro-2,3,3-trimethyl-1-oxoisoindolin-5-yl)amino)isoquinoline-6-yl)-8-methyl-2,3-dihydro-1H-pyrido[2,3-b][1,4]oxazine-1-carboxylate ClC=1C(=C(C=C2C=C(N=CC12)NC=1C=C2C(N(C(C2=C(C1)F)=O)C)(C)C)C1=C(C2=C(OCCN2C(=O)[O-])N=C1)C)F